(2S,4R)-1-(2-(3-acetyl-5-(3-cyanopyrazolo[1,5-a]pyrimidin-6-yl)-1H-indazol-1-yl)acetyl)-N-(6-bromopyridin-2-yl)-4-fluoropyrrolidine-2-carboxamide C(C)(=O)C1=NN(C2=CC=C(C=C12)C=1C=NC=2N(C1)N=CC2C#N)CC(=O)N2[C@@H](C[C@H](C2)F)C(=O)NC2=NC(=CC=C2)Br